1-(3-methyl-1-benzofuran-2-yl)ethanone CC1=C(OC2=C1C=CC=C2)C(C)=O